C(C(=C)C)(=O)OCCN(C(C)C)C(C)C (diisopropylamino)ethyl methacrylate